COC1=C2CC[C@H](C2=CC=C1)NC(C1=CC=C(S1)C1=C2C(N3CCC[C@H]3C2=NC(=C1C=1OC(=NN1)C)CCC1=CC=C(C=C1)F)=O)=O N-[(R)-4-methoxy-1-indanyl]-5-((2S)-11-[2-(p-fluorophenyl)ethyl]-10-(5-methyl-1,3,4-oxadiazol-2-yl)-7-oxo-6,12-diazatricyclo[6.4.0.02,6]dodeca-1(12),8,10-trien-9-yl)-2-thenamide